1-p-toluenesulfonyl-1H-pyrrolo[2,3-b]pyridine CC1=CC=C(C=C1)S(=O)(=O)N1C=CC=2C1=NC=CC2